ClC=1C(=C(C=CC1)C1=C(C=CC=C1OC)OC)P(C1CCCCC1)C1CCCCC1 chloro(2-dicyclohexylphosphineyl-2',6'-dimethoxy-1,1'-biphenyl)